Pyrrolidine Carbamate C(N)(O)=O.N1CCCC1